S1C(=NC2=C1C=CC=C2)NC(=O)C=2C=CC=C1CCN(CC21)C2=CC=C(C(=N2)C(=O)O)C2=C1C=NN(C1=CC=C2)CC2=CC=CC=C2 6-[8-(1,3-benzothiazol-2-ylcarbamoyl)-3,4-dihydroisoquinolin-2(1H)-yl]-3-(1-benzyl-1H-indazol-4-yl)pyridine-2-carboxylic acid